FC=1C=C2C(C(=CN3C2=C(C1F)OCC3COC)C(=O)OCC)=O ethyl 9,10-difluoro-3-(methoxymethyl)-7-oxo-2,3-dihydro-7H-[1,4]oxazino[2,3,4-ij]quinoline-6-carboxylate